N-neopentylcyclohexane-1,3-diamine C(C(C)(C)C)NC1CC(CCC1)N